C(C)(C)(C)OC(=O)N1CC=2C(CC1)=CNN2 4,5-dihydro-2H-pyrazolo[3,4-c]Pyridine-6(7H)-carboxylic acid tert-butyl ester